P(SC1=CC=C(C=C1)Cl)(SC1=CC=C(C=C1)Cl)SC1=CC=C(C=C1)Cl tris(4-chlorophenyl) trithiophosphite